(S)-N-((R)-(3,4-dichloro-2-fluoro-6-hydroxyphenyl)(1-(6-oxo-1,6-dihydropyridine-3-carbonyl)piperidin-4-yl)methyl)-2-methylpropane-2-sulfinamide ClC=1C(=C(C(=CC1Cl)O)[C@H](N[S@@](=O)C(C)(C)C)C1CCN(CC1)C(=O)C1=CNC(C=C1)=O)F